FC(C1=NC=C(C(=C1)NC(=O)N1C[C@@](CC1)(C1=NC=NS1)C1=CC(=C(C=C1)C)F)OC)F (S)-N-(2-(difluoromethyl)-5-methoxypyridin-4-yl)-3-(3-fluoro-4-methylphenyl)-3-(1,2,4-thiadiazol-5-yl)pyrrolidine-1-carboxamide